C(C)OC1=CC=C(C=C)C=C1 4-ethoxystyrene